FC=1C(=C2C(=CC(=CC2=CC1F)N=C(C1=CC=CC=C1)C1=CC=CC=C1)B1OC(C(O1)(C)C)(C)C)OC N-(6,7-difluoro-5-methoxy-4-(4,4,5,5-tetramethyl-1,3,2-dioxaborolan-2-yl)naphthalen-2-yl)-1,1-diphenylmethanimine